C(C(C)C)(=O)OC[C@H]1O[C@@]([C@@H]2OC(O[C@@H]21)(C)C)(C#N)C2=CC(=C1C(=NC=NN12)N)I ((3aR,4R,6R,6aR)-6-(4-amino-5-iodopyrrolo[2,1-f][1,2,4]triazin-7-yl)-6-cyano-2,2-dimethyltetrahydrofuro[3,4-d][1,3]dioxol-4-yl)methyl isobutyrate